BrC=1C(=NC=C(N1)I)O 3-Bromo-5-iodopyrazin-2-ol